CC1=CC(OC2=C(C(=CC=C12)O)C(\C=C\[C-]1C=CC=C1)=O)=O.[CH-]1C=CC=C1.[Fe+2] (E)-4-methyl-7-hydroxy-8-(3-(ferrocenyl)acryloyl)coumarin